tert-butyl (1-(4-(3-cyano-6-ethoxypyrazolo[1,5-a]pyridin-4-yl)phenyl)-4-(hydroxymethyl)piperidin-4-yl)carbamate C(#N)C=1C=NN2C1C(=CC(=C2)OCC)C2=CC=C(C=C2)N2CCC(CC2)(CO)NC(OC(C)(C)C)=O